N-(4-amino-1,3-dihydrofuro[3,4-c]pyridin-7-yl)-2-(5-methyl-2-(1'-methyl-3H-spiro[benzofuran-2,4'-piperidin]-5-yl)piperidin-1-yl)-2-oxoacetamide NC1=NC=C(C2=C1COC2)NC(C(=O)N2C(CCC(C2)C)C=2C=CC1=C(CC3(CCN(CC3)C)O1)C2)=O